Cl.C(C1=CC=CC=C1)N1CCC(CC1)CN1N=CC=C(C1=O)C1=CC=C(C=C1)F 2-((1-Benzylpiperidin-4-yl)methyl)-4-(4-fluorophenyl)pyridazin-3(2H)-on Hydrochlorid